2-(4-(4-chloro-2-fluorophenyl)piperidin-1-yl)-N-(p-tolyl)benzenesulfonamide ClC1=CC(=C(C=C1)C1CCN(CC1)C1=C(C=CC=C1)S(=O)(=O)NC1=CC=C(C=C1)C)F